3-fluoro-2-(4-((3-hydroxy-3-methylcyclobutyl)amino)pyrido[3,4-d]pyridazin-1-yl)phenol FC=1C(=C(C=CC1)O)C1=C2C(=C(N=N1)NC1CC(C1)(C)O)C=NC=C2